[C@@H]1([C@H](O)[C@@H](O)[C@H](O)[C@H](O1)CO)O[C@H]1C(O)O[C@@H]([C@H]([C@@H]1O)O)CO β-D-glucopyranosyl-(1→2)-D-glucopyranose